C(C)(C)(C)O[C@H]1[C@@H](C[C@H]2N(CCC3=CC(=C(C=C23)OC)OC2CC(C2)(C)C)C1)O (2R,3R,11bR)-3-(tert-butoxy)-9-(3,3-dimethylcyclobutoxy)-10-methoxy-1,3,4,6,7,11b-hexahydro-2H-pyrido[2,1-a]isoquinolin-2-ol